C1(=CC=CC=C1)[C@H](C)OC1=CC=C(C=C1)C1=CC2=C(N=CN=C2C=2CCNCC2)N1 (S)-6-(4-(1-phenylethoxy)phenyl)-4-(1,2,3,6-tetrahydropyridin-4-yl)-7H-pyrrolo[2,3-d]pyrimidine